2,2,2-tribromo-N,N-dimethylacetamide BrC(C(=O)N(C)C)(Br)Br